4-(difluoromethyl)(1-methyl-1H-imidazol-5-yl)pyrimidine-2-carboxylic acid FC(C1=NC(=NC=C1C1=CN=CN1C)C(=O)O)F